N1(CCC1)CC1=C(CN(C(C2=NC=CC=C2)=O)CC(NC=2C=C3CC4(C(NC5=NC=CC=C54)=O)CC3=CC2)=O)C=CC=C1 N-(2-(Azetidin-1-ylmethyl)benzyl)-N-(2-oxo-2-((2'-oxo-1,1',2,3-tetrahydrospiro[indene-2,3'-pyrrolo[2,3-b]pyridin]-5-yl)amino)ethyl)picolinamide